cesium naphthalenetrisulfonate C1(=C(C(=CC2=CC=CC=C12)S(=O)(=O)[O-])S(=O)(=O)[O-])S(=O)(=O)[O-].[Cs+].[Cs+].[Cs+]